5-(Octa-1,7-diynyl)-2'-deoxycytidine 5'-triphosphate P(O)(=O)(OP(=O)(O)OP(=O)(O)O)OC[C@@H]1[C@H](C[C@@H](O1)N1C(=O)N=C(N)C(=C1)C#CCCCCC#C)O